C(C1=CC=CC=C1)N(C(=O)NCCCCCC)CC1=CC=CC=C1 1,1-dibenzyl-3-hexylurea